(S)-2'-(4-(tert-butyl)-2-methoxyphenyl)-6-chloro-5'-(5-chloro-2-methylphenyl)-3'-isopropyl-3'H-spiro[indoline-3,4'-pyrrolo[3,4-d]Imidazole]-2,6'(5'h)-dione C(C)(C)(C)C1=CC(=C(C=C1)C=1N(C2=C(N1)C(N([C@]21C(NC2=CC(=CC=C21)Cl)=O)C2=C(C=CC(=C2)Cl)C)=O)C(C)C)OC